Benzyl ((1r,4r)-4-(2-hydroxyethoxy)cyclohexyl)(methyl)carbamate OCCOC1CCC(CC1)N(C(OCC1=CC=CC=C1)=O)C